tert-butyl 7-(2-((6-cyanopyridin-3-yl)((2,3-dihydrobenzofuran-5-yl)methyl)amino)ethyl)-6,8-dioxa-2-azaspiro[3.5]nonane-2-carboxylate C(#N)C1=CC=C(C=N1)N(CCC1OCC2(CN(C2)C(=O)OC(C)(C)C)CO1)CC=1C=CC2=C(CCO2)C1